[N+](=O)([O-])C1=CC=C(C=2C1=NON2)NCCOCCN2N=NC=C2 1-(2-(2-((7-nitrobenzo[c][1,2,5]oxadiazol-4-yl)amino)ethoxy)ethyl)-1H-1,2,3-triazol